C(CCCCCN=C1CC(NC(C1)(C)C)(C)C)N=C1CC(NC(C1)(C)C)(C)C N,N'-(hexane-1,6-diyl)bis(2,2,6,6-tetramethyl-piperidin-4-imine)